Phenyl-bis(4-fluorophenyl)sulfonium tetrakis(3,5-difluoro-4-methyloxyphenyl)borate FC=1C=C(C=C(C1OC)F)[B-](C1=CC(=C(C(=C1)F)OC)F)(C1=CC(=C(C(=C1)F)OC)F)C1=CC(=C(C(=C1)F)OC)F.C1(=CC=CC=C1)[S+](C1=CC=C(C=C1)F)C1=CC=C(C=C1)F